CNC(C(CC[C@H](N)C(=O)O)N)=NC 5-[(methylamino)(methylimino)methyl]-L-ornithine